tert-Butyl (s)-2-((2-fluoro-4-methyl-5-((1-(7-(((trifluoromethyl)sulfonyl)oxy)quinolin-5-yl)cyclopropyl) carbamoyl)phenoxy) methyl)azetidine-1-carboxylate FC1=C(OC[C@H]2N(CC2)C(=O)OC(C)(C)C)C=C(C(=C1)C)C(NC1(CC1)C1=C2C=CC=NC2=CC(=C1)OS(=O)(=O)C(F)(F)F)=O